5-bromo-8-(trifluoromethyl)thiochroman-1,1-dioxide BrC1=C2CCCS(C2=C(C=C1)C(F)(F)F)(=O)=O